4-bromo-N-(6-bromopyridin-2-yl)butanamide BrCCCC(=O)NC1=NC(=CC=C1)Br